N-(4-(N-acetylsulfamoyl)phenyl)-3-amino-6-(3-aminophenyl)pyrazine-2-carboxamide C(C)(=O)NS(=O)(=O)C1=CC=C(C=C1)NC(=O)C1=NC(=CN=C1N)C1=CC(=CC=C1)N